Cl.CN1C2=C(C(=C(C1=O)C)SC)CNC2 1,3-Dimethyl-4-(methylthio)-1,5,6,7-tetrahydro-2H-pyrrolo[3,4-b]pyridin-2-one Hydrochloride